lithium 4-tert-butylphenoxide C(C)(C)(C)C1=CC=C([O-])C=C1.[Li+]